C1(CC1)C1=CC=NC2=C(C=C(C=C12)OCC12CCC(CC1)(CC2)OCC=2C(=NOC2C2CC2)C2=C(C=NC=C2Cl)Cl)F 4-Cyclopropyl-6-((4-((5-cyclopropyl-3-(3,5-dichloropyridin-4-yl)isoxazol-4-yl)methoxy)bicyclo[2.2.2]octan-1-yl)methoxy)-8-fluorochinolin